4-(1H-pyrazolo[3,4-b]pyridin-4-yl)-6-[2-(trifluoromethyl)phenyl]-1H-pyridin-2-one N1N=CC=2C1=NC=CC2C2=CC(NC(=C2)C2=C(C=CC=C2)C(F)(F)F)=O